3-(cyclohex-1-en-1-yl)-2-phenyl-6-(quinoxalin-6-yl)pyrazolo[1,5-a]pyrimidin-7(4H)-one C1(=CCCCC1)C=1C(=NN2C1NC=C(C2=O)C=2C=C1N=CC=NC1=CC2)C2=CC=CC=C2